8-oxooctanoate O=CCCCCCCC(=O)[O-]